CN1N=CC(=C1)C=1C=C(C=CC1SC)SC1=CN=C(S1)CNC(OC(C)(C)C)=O tert-butyl ((5-((3-(1-methyl-1H-pyrazol-4-yl)-4-(methylthio)phenyl)thio)thiazol-2-yl)methyl)carbamate